vinyl-ruthenium acetate C(C)(=O)[O-].C(=C)[Ru+2].C(C)(=O)[O-]